3-methoxylbenzamide O(C)C=1C=C(C(=O)N)C=CC1